2,2'-thiodiethylene bis-(3,5-di-tert-butyl-4-hydroxyphenyl)-propionate C(C)(C)(C)C=1C=C(C=C(C1O)C(C)(C)C)C(C(=O)O)(C)C1=CC(=C(C(=C1)C(C)(C)C)O)C(C)(C)C.S(C=C)C=C